FC1=C2C=CN(C2=C(C=C1)C(=O)NC1CC2(CCC2)C1)CC1=CC=C(C=C1)C1=CC=C(C=C1)OC1COC1 6-(4-Fluoro-1-((4'-(oxetan-3-yloxy)-[1,1'-biphenyl]-4-yl)methyl)-1H-indol-7-carboxamido)spiro[3.3]heptan